N-((3R,6S)-6-((2-(5-(2-((3S,5R)-3,5-dimethylmorpholine-4-carbonyl)-4-fluorophenoxy)pyrimidin-4-yl)-2,7-diazaspiro[3.5]nonan-7-yl)methyl)tetrahydro-2H-pyran-3-yl)methanesulfonamide C[C@@H]1N([C@@H](COC1)C)C(=O)C1=C(OC=2C(=NC=NC2)N2CC3(C2)CCN(CC3)C[C@@H]3CC[C@H](CO3)NS(=O)(=O)C)C=CC(=C1)F